N-(6-bromo-hexyl)-pyrimidine-2,4,6-triamine hydrobromide Br.BrCCCCCCNC1=NC(=CC(=N1)N)N